ClC1=CC=C(C(=N1)C(F)(F)F)OC1CN(CC1)C(C)=O 1-(3-((6-chloro-2-(trifluoromethyl)pyridin-3-yl)oxy)pyrrolidin-1-yl)ethan-1-one